1-(4-(benzyloxy)phenyl)-1,2-dihydronaphthalen C(C1=CC=CC=C1)OC1=CC=C(C=C1)C1CC=CC2=CC=CC=C12